C(C)(C)(C)N1CC(CC1)C 1-(tert-butyl)3-methylpyrrolidine